CN(C(C(=O)OC1=C(C(=C(C(=C1F)F)F)F)F)(C)C)C perfluorophenyl 2-(dimethylamino)-2-methylpropanoate